1-((difluoromethyl)sulfonyl)piperazine FC(S(=O)(=O)N1CCNCC1)F